[Cl-].ClC1[NH+](CCCCN1C)C 2-chloro-1,3-dimethyl-4,5,6,7-tetrahydro-1H-1,3-diazepinium chloride